3-(2-fluorophenyl)-2-methylsulfinylnaphthalene FC1=C(C=CC=C1)C=1C(=CC2=CC=CC=C2C1)S(=O)C